O[C@H]1[C@@H](O)[C@@H](O)[C@H](O)[C@@H](O1)C(=O)[O-].[Mg+2].O[C@H]1[C@@H](O)[C@@H](O)[C@H](O)[C@@H](O1)C(=O)[O-] magnesium α-L-guluronate